BrC1=CC2=C(C(=NO2)NS(=O)(=O)C2=CC=3CCCCC3C=C2OC)C=C1OC N-(6-bromo-5-methoxy-1,2-benzoxazol-3-yl)-3-methoxy-5,6,7,8-tetrahydronaphthalene-2-sulfonamide